5-fluoro-N,N-diphenylbenzamide hydrochloride Cl.FC=1C=CC=C(C(=O)N(C2=CC=CC=C2)C2=CC=CC=C2)C1